n-butyltri-n-butenyl-ammonium hydroxide [OH-].C(CCC)[N+](C=CCC)(C=CCC)C=CCC